tert-butyl 3-[7-(2-methoxy-4,6-dimethyl-phenyl)-4-(methoxymethyl)-1,8-naphthyridin-2-yl]piperidine-1-carboxylate COC1=C(C(=CC(=C1)C)C)C1=CC=C2C(=CC(=NC2=N1)C1CN(CCC1)C(=O)OC(C)(C)C)COC